C(C1=CC=CC=C1)N(S(=O)(=O)C1=C(C=NN1CO)F)CC1=CC=CC=C1 N,N-dibenzyl-4-fluoro-1-(hydroxymethyl)-1H-pyrazole-5-sulfonamide